COCN1CCOCC1 methoxymethyl-morpholine